(S)-7-((6-(((2,2-difluoroethyl)amino)methyl)-5-(tetrahydrofuran-3-yl)pyridin-2-yl)amino)-4-(7-fluoroimidazo[1,2-a]pyridin-3-yl)isoindolin-1-one FC(CNCC1=C(C=CC(=N1)NC=1C=CC(=C2CNC(C12)=O)C1=CN=C2N1C=CC(=C2)F)[C@H]2COCC2)F